(-)-1-((2-((4-hydroxy-2-(3-(trifluoromethyl)phenyl)butan-2-yl)amino)-1H-benzo[d]imidazol-4-yl)methyl)-3-methylurea OCCC(C)(C1=CC(=CC=C1)C(F)(F)F)NC1=NC2=C(N1)C=CC=C2CNC(=O)NC